O[C@@H](C(=O)N1[C@@H]([C@@H]2[C@H](C1)CCC2)C(=O)N[C@@H](C[C@H]2C(NCC2)=O)C(COC(F)(F)F)=O)[C@@H](CC)C (1S,3ar,6as)-2-((2r,3r)-2-hydroxy-3-methylpentanoyl)-N-((S)-3-oxo-1-((S)-2-oxopyrrolidin-3-yl)-4-(trifluoromethoxy)butan-2-yl)octahydrocyclopenta[c]pyrrole-1-carboxamide